N-(1-(4-((exo-6-Amino-3-azabicyclo[3.1.0]hexan-3-yl)methyl)phenyl)-2-oxo-1,2-dihydropyrimidin-4-yl)-2,7-diazaspiro[3.5]nonane-7-carboxamide Hydrochloride Salt Cl.NC1C2CN(CC12)CC1=CC=C(C=C1)N1C(N=C(C=C1)NC(=O)N1CCC2(CNC2)CC1)=O